C(C)N(CCC1=CNC2=CC=C(C=C12)OC(C)=O)CC acetic acid 3-(2-(diethylamino) ethyl)-1H-indol-5-yl ester